N-(3-(5-((4-chloro-1H-indazol-5-yl)amino)-1,2,4-oxadiazol-3-yl)phenyl)-2-fluorobenzamide ClC1=C2C=NNC2=CC=C1NC1=NC(=NO1)C=1C=C(C=CC1)NC(C1=C(C=CC=C1)F)=O